NCCNCCC[Si](OCC)(OCC)OCC N-aminoethyl-γ-Aminopropyltriethoxysilane